[Si]([O-])([O-])([O-])[O-].[Te+4].NC1=CC=C(C=C1)CCN1[C@H](O[C@H](C1=O)C)C=1C(=NN(C1)C1=CC=C(C=C1)Br)C1=NC=C(C=C1)F (2r,5s)-3-(4-aminophenylethyl)-2-(1-(4-bromophenyl)-3-(5-fluoropyridin-2-yl)-1H-pyrazol-4-yl)-5-methyl-oxazolidin-4-one Tellurium Silicate